2-[4-(2-pyridyl)benzyl]-hydrazinecarboxylic acid tert-butyl ester C(C)(C)(C)OC(=O)NNCC1=CC=C(C=C1)C1=NC=CC=C1